C(C)O[Si](C(CCN[SiH3])=C(CCC)C)(OCC)OCC 3-triethoxysilyl-N-(1,3-dimethylpropylidene)propylamino-silane